C(CCC=CCC=CCC)O 4,7-decadien-1-ol